8-fluoro-6-(7-fluoro-2-methyl-indazol-5-yl)-N-methyl-N-(1-methyl-4-piperidyl)imidazo[1,2-a]pyridine-2-carboxamide FC=1C=2N(C=C(C1)C1=CC3=CN(N=C3C(=C1)F)C)C=C(N2)C(=O)N(C2CCN(CC2)C)C